(2S,4R)-1-((S)-2-(2-(4-(2-aminoethyl)piperazin-1-yl)acetamido)-3,3-dimethylbutanoyl)-4-hydroxy-N-((S)-1-(4-(4-methylthiazol-5-yl)phenyl)ethyl)pyrrolidine-2-carboxamide hydrochloride Cl.NCCN1CCN(CC1)CC(=O)N[C@H](C(=O)N1[C@@H](C[C@H](C1)O)C(=O)N[C@@H](C)C1=CC=C(C=C1)C1=C(N=CS1)C)C(C)(C)C